2-(aminomethyl)-3-(benzyloxy)-1-ethyl-6-methylpyridin-4(1H)-one NCC=1N(C(=CC(C1OCC1=CC=CC=C1)=O)C)CC